C1(CCCCC1)C(COCC(C)C)(COC)CCC(F)(Cl)Cl 2-cyclohexyl-2-(3,3-dichloro-3-fluoropropyl)-1-isobutoxy-3-methoxypropane